NC=1N=NC(=CC1C=1C=NN(C1)C1CCC(CC1)N1CCN(CC1)C1=CC=CC=2N(CCOC21)C2C(NC(CC2)=O)=O)C2=C(C=CC=C2)O 3-[8-[4-[4-[4-[3-amino-6-(2-hydroxyphenyl)pyridazin-4-yl]pyrazol-1-yl]cyclohexyl]piperazin-1-yl]-2,3-dihydro-1,4-benzoxazin-4-yl]piperidine-2,6-dione